BrC=1C=CC(=NC1)C1=NC=CC=C1 5-bromo-2,2-bipyridyl